F[P-](F)(F)(F)(F)F.[OH-].C(CCC)[Al](CCCC)CCCC.[Li+] lithium tributyl-aluminum hydroxide hexafluorophosphate